ClC1=CC(=C(C=C1)N1C(N(C2=NC=CC=C21)[C@@H]2CN(CC2)C(=O)OC(C)(C)C)=O)C tert-Butyl (S)-3-(1-(4-chloro-2-methylphenyl)-2-oxo-1,2-dihydro-3H-imidazo[4,5-b]pyridin-3-yl)pyrrolidine-1-carboxylate